5-fluoro-4-(8-fluoroquinolin-6-yl)-N-(1-(methylsulfonyl)piperidin-4-yl)pyrimidin-2-amine FC=1C(=NC(=NC1)NC1CCN(CC1)S(=O)(=O)C)C=1C=C2C=CC=NC2=C(C1)F